N1(CCC(CC1)C1CCNCC1)C1=C(C(=C(C(=N1)SC(C(=O)N)C1=CC=CC=C1)C#N)CC)C#N 2-((6-([4,4'-bipiperidin]-1-yl)-3,5-dicyano-4-ethylpyridin-2-yl)sulfanyl)-2-phenylacetamide